2-(2-methylbenzo[d]thiazol-5-yl)acetyl azide CC=1SC2=C(N1)C=C(C=C2)CC(=O)N=[N+]=[N-]